N1C(=CC=C1)C(=O)O[C@@H]1[C@H](C2O[Si](O[Si](OC[C@H]2O[C@H]1N1C=CC2=CC=CC=C12)(C(C)C)C(C)C)(C(C)C)C(C)C)OP(=O)(OCC1=CC=CC=C1)OCC1=CC=CC=C1 (6aR,8R,9R,10R,1aR)-10-((bis(benzyloxy)phosphoryl)oxy)-8-(1H-indol-1-yl)-2,2,4,4-tetraisopropylhexahydropyrano[3,2-f][1,3,5,2,4]trioxadisilocin-9-yl 1H-pyrrole-2-carboxylate